C(C=C)(=O)OCCN(S(=O)(=O)C(C(C(C(C(C(C(C(F)(F)F)(F)F)(F)F)(F)F)(F)F)(F)F)(F)F)(F)F)CCCC 2-propenoic acid, 2-[butyl[(heptadecafluorooctyl)sulfonyl]amino]ethyl ester